2H-benzopyran (1S)-10-camphorsulphonic acid salt [C@]12(C(=O)CC(CC1)C2(C)C)CS(=O)(=O)O.O2CC=CC1=C2C=CC=C1